2,6-Octadiene CC=CCCC=CC